ClCC=1OC2=C(N1)C=CC(=C2)F 2-(chloromethyl)-6-fluorobenzo[d]oxazole